2-(2,6-dioxopiperidin-3-yl)-5-((3-(cis-3-(3-methyl-4-(7-morpholinoquinoxalin-2-yl)-1H-pyrazol-1-yl)cyclobutyl)propyl)amino)isoindoline-1,3-dione O=C1NC(CCC1N1C(C2=CC=C(C=C2C1=O)NCCC[C@@H]1C[C@@H](C1)N1N=C(C(=C1)C1=NC2=CC(=CC=C2N=C1)N1CCOCC1)C)=O)=O